3-{6-oxo-2,6,7,8-tetrahydrospiro[furo[2,3-e]isoindole-3,3'-pyrrolidine]-7-yl}piperidine-2,6-dione hydrochloride Cl.O=C1N(CC2=C3C(=CC=C12)C1(CNCC1)CO3)C3C(NC(CC3)=O)=O